C(C)(C)(C)OC(=O)N1[C@@H](CCC1)CCC(O)C#N (2S)-2-(3-cyano-3-hydroxypropyl)pyrrolidine-1-carboxylic acid tert-butyl ester